CN([C@@H](CO[Si](C1=CC=CC=C1)(C1=CC=CC=C1)C(C)(C)C)C(=O)O)C([C@@H](NC(=O)C1=CC=C(C=C1)C1=CC=C(C=C1)NC(=O)OC(C)(C)C)CO)=O Methyl-N-((4'-((tert-butoxycarbonyl)amino)-[1,1'-biphenyl]-4-carbonyl)-L-seryl)-O-(tert-butyldiphenylsilyl)-L-serine